ClC=1C=C(C=CC1Cl)NC(N)=O 3-(3,4-dichlorophenyl)urea